C(CCCC)C1=NNC=N1 3-Amyl-1,2,4-triazole